COC=1C=CC(=C2CCC(C12)=O)CC(=O)OCC Ethyl 2-(7-methoxy-1-oxo-2,3-dihydro-1H-inden-4-yl)acetate